1-(1-naphthyl)guanidine C1(=CC=CC2=CC=CC=C12)NC(=N)N